O=C1C(=CN=CN1CC(=O)O)C1=CC=CC=C1 2-(6-oxo-5-phenyl-pyrimidin-1-yl)acetic acid